5-(3,5-dimethyl-4H-1,2,4-triazol-4-yl)pyridin CC1=NN=C(N1C=1C=CC=NC1)C